3-((1H-indazol-4-yl)methyl)-7-((6-fluoropyridin-2-yl)methyl)-5-methyl-3,5-dihydro-4H-pyridazino[4,5-b]indol-4-one N1N=CC2=C(C=CC=C12)CN1N=CC2=C(N(C=3C=C(C=CC23)CC2=NC(=CC=C2)F)C)C1=O